5-((4-(2-chlorothieno[3,2-d]pyrimidin-4-yl)piperazin-1-yl)methyl)-2-(2,4-dioxotetrahydropyrimidin-1(2H)-yl)isoindoline-1,3-dione ClC=1N=C(C2=C(N1)C=CS2)N2CCN(CC2)CC=2C=C1C(N(C(C1=CC2)=O)N2C(NC(CC2)=O)=O)=O